CC1=NOC(=C1COC1=C(C(=O)NCCC2=CC=C(C=C2)S(N)(=O)=O)C=CC(=C1)C)C 2-((3,5-dimethylisoxazol-4-yl)methoxy)-4-methyl-N-(4-sulfamoylphenethyl)benzamide